S1C(=CC=C1)CCCCCCCCCCCCCCCC(=O)SCCNC(CCNC([C@@H](C(COP(OP(OC[C@@H]1[C@H]([C@H]([C@@H](O1)N1C=NC=2C(N)=NC=NC12)O)OP(=O)(O)O)(=O)O)(=O)O)(C)C)O)=O)=O thiolpalmitoyl-CoA